BrC=1N=C(C(N(C1)C(CC)S(=O)(=O)C)=O)N1[C@@H](COCC1)C 5-bromo-3-((R)-3-methylmorpholino)-1-(1-(methylsulfonyl)propyl)pyrazin-2(1H)-one